OCC1=CC=C(OCC(=O)O)C=C1 4-(hydroxy-methyl)phenoxyacetic acid